CC[N-]C.CC[N-]C.CC[N-]C.CC(C)(C)N=[Ta] tris(ethylmethylamido)(tert-butylimido)tantalum(V)